O=C1C(=CN(C2=CC=CC=C12)CC1CCOCC1)C(=O)OCC Ethyl 4-oxo-1-((tetrahydro-2H-pyran-4-yl) methyl)-1,4-dihydroquinoline-3-carboxylate